FC(C1=C2C(=NC=C1)NC(=C2)C(=O)N[C@@H]2[C@H]([C@H]1C([C@@H](C2)C1)(C)C)C)(F)F 4-(trifluoromethyl)-N-[(1S,2S,3S,5R)-2,6,6-trimethylnorpinan-3-yl]-1H-pyrrolo[2,3-b]pyridine-2-carboxamide